C(#N)C1=CC(=C(OCC=2C=C(C=CC2F)[C@@H]2CN(CC2)CC2=NC3=C(N2C[C@H]2OCC2)C=C(C=C3)C(=O)O)C=C1)F 2-{[(3R)-3-{3-[(4-cyano-2-fluorophenoxy)methyl]-4-fluorophenyl}pyrrolidin-1-yl]methyl}-1-{[(2S)-oxetan-2-yl]methyl}-1H-1,3-benzodiazole-6-carboxylic acid